methyl 2-(7-(hydroxymethyl)-3H-pyrazolo[3,4-c]quinolin-3-yl)-3-methylbutanoate OCC=1C=CC=2C3=C(C=NC2C1)N(N=C3)C(C(=O)OC)C(C)C